(oxetan-2-ylmethyl)-3H-imidazo[4,5-b]pyridine-5-carboxylic acid O1C(CC1)CC1=NC=2C(=NC(=CC2)C(=O)O)N1